(S)-4-(5-(2-methoxy-5-methylpyridin-4-yl)-1H-pyrazole-3-carbonyl)-N-((R)-1,6,6-trimethylpiperidin-3-yl)-4-azaspiro[2.5]octane-7-carboxamide COC1=NC=C(C(=C1)C1=CC(=NN1)C(=O)N1C2(CC2)C[C@H](CC1)C(=O)N[C@H]1CN(C(CC1)(C)C)C)C